tert-butyl (3-(((2'-amino-5-(dimethylcarbamoyl)-[2,3':5',4''-terpyridin]-2''-yl)methyl)carbamoyl)phenyl)carbamate NC1=NC=C(C=C1C1=NC=C(C=C1)C(N(C)C)=O)C1=CC(=NC=C1)CNC(=O)C=1C=C(C=CC1)NC(OC(C)(C)C)=O